2-[[1-[(3-bromo-2-pyridyl)methyl]-3-oxo-isoindolin-2-yl]methyl]-5-oxa-7-azaspiro[3.4]octane-6,8-dione BrC=1C(=NC=CC1)CC1N(C(C2=CC=CC=C12)=O)CC1CC2(C1)OC(NC2=O)=O